C(C)N1C=NC=C1CC=O 2-(1-ethyl-1H-imidazol-5-yl)acetaldehyde